(2-{[6-(aminomethyl)-2-chloro-3-phenylphenyl]sulfanyl}pyridin-3-yl)methanol HCl salt Cl.NCC1=CC=C(C(=C1SC1=NC=CC=C1CO)Cl)C1=CC=CC=C1